C(C)(C)N1N=CC(=C1)SCC1CCN(CC1)C(=O)OC(C)(C)C tert-Butyl 4-(((1-isopropyl-1H-pyrazol-4-yl)thio)methyl)piperidine-1-carboxylate